NC1=CC=C(OCCCCCOC2=CC=C(C=C2)N)C=C1 1,5-Bis(4-aminophenoxy)pentane